1-(4-aminobicyclo[2.2.2]octan-1-yl)-1H-1,2,3-triazol NC12CCC(CC1)(CC2)N2N=NC=C2